3-(4-((4-(4-(((S)-3-benzyl-6,9-dimethyl-4H,6H-thieno[2,3-e][1,2,4]triazolo[3,4-c][1,4]oxazepin-2-yl)ethynyl)-1H-imidazol-1-yl)butyl)amino)-1-oxoisoindolin-2-yl)piperidine-2,6-dione C(C1=CC=CC=C1)C1=C(SC=2N3C([C@@H](OCC21)C)=NN=C3C)C#CC=3N=CN(C3)CCCCNC3=C2CN(C(C2=CC=C3)=O)C3C(NC(CC3)=O)=O